Barium-Zirconium-Cerium-Yttrium-Ytterbium Oxide [O-2].[Yb+3].[Y+3].[Ce+3].[Zr+4].[Ba+2]